(dipropylamino)silane C(CC)N(CCC)[SiH3]